FC=1C=C2C(N(C(=NC2=C(C1)[C@@H](C)NC1=C(C=C(C=C1)F)N1CCC(CC1)O)N1CCOCC1)C)=O (R)-6-fluoro-8-(1-((4-fluoro-2-(4-hydroxypiperidin-1-yl)phenyl)amino)ethyl)-3-methyl-2-morpholinoquinazolin-4(3H)-one